C(C)(C)(C)OC(=O)N1[C@@H](CC[C@H]1CCOCC(=O)OC(C)(C)C)C(=O)OC(C)(C)C.S1C(=NC=C1)C(=O)NN thiazole-2-carbohydrazide di-tert-Butyl-(2S,5S)-5-(2-(2-(tert-butoxy)-2-oxoethoxy)ethyl)pyrrolidine-1,2-dicarboxylate